Cl.N[C@@H](C(=O)O)[C@H](C)C1=CC=CC=C1 (2R,3R)-2-amino-3-phenyl-butanoic acid hydrochloride